FC1(CN(C1)C1=CC=C2C(=N1)NN=C2N)F 6-(3,3-difluoroazetidin-1-yl)-1H-pyrazolo[3,4-b]pyridin-3-amine